FC=1C=CC(=C(C1)O)CNC1=NC=CC=C1C=1N=CN(C1)C 5-fluoro-2-(((3-(1-methyl-1H-imidazol-4-yl)pyridin-2-yl)amino)methyl)phenol